N1N=C(N=C1)COC1=C(C=C(C=C1)CC)S(=O)(=O)NC1=NOC2=C1C(=CC(=C2)CN2N=CC(=C2)CNC(C(=C)F)=O)OC N-((1-((3-((2-((1H-1,2,4-triazol-3-yl)methoxy)-5-ethylphenyl)sulfonamido)-4-methoxybenzo[d]isoxazol-6-yl)methyl)-1H-pyrazol-4-yl)methyl)-2-fluoroacrylamide